2-(6-(((1R,4R,5R,6S)-6-fluoro-1,2-dimethyl-2-azabicyclo[2.2.2]octan-5-yl)oxy)pyridazin-3-yl)-5-(1H-imidazol-1-yl)phenol F[C@@H]1[C@@H]([C@H]2CN([C@@]1(CC2)C)C)OC2=CC=C(N=N2)C2=C(C=C(C=C2)N2C=NC=C2)O